(1S,2S)-N-(6-(7-((S)-1-aminoethyl)-5-chloro-6-fluoro-1H-indazol-4-yl)imidazo[1,2-a]pyrazin-2-yl)-2-fluorocyclopropane-1-carboxamide N[C@@H](C)C=1C(=C(C(=C2C=NNC12)C=1N=CC=2N(C1)C=C(N2)NC(=O)[C@H]2[C@H](C2)F)Cl)F